(1R,3S)-3-[5-(2-{3-hydroxy-5-methoxy-2-[(1E)-[(2-methylpropyl)imino]methyl]phenoxy}acetamido)-2H-pyrazol-3-yl]cyclopentyl N-isopropylcarbamate C(C)(C)NC(O[C@H]1C[C@H](CC1)C=1NN=C(C1)NC(COC1=C(C(=CC(=C1)OC)O)/C=N/CC(C)C)=O)=O